C1NCCC12CCC(CC2)C2=CC=C(C=C2)C=2C=1C(=C(SC1N1C(=NN=C1[C@@H](N2)COC)C)C)C (9R)-7-[4-(2-azaspiro[4.5]decan-8-yl)phenyl]-9-(methoxymethyl)-4,5,13-trimethyl-3-thia-1,8,11,12-tetrazatricyclo[8.3.0.02,6]trideca-2(6),4,7,10,12-pentaene